3-bromo-4-(2,4-difluorophenoxy)-6-methyl-1-[4-(isopropylaminocarbonyl)benzyl]pyridin-2(1H)-one BrC=1C(N(C(=CC1OC1=C(C=C(C=C1)F)F)C)CC1=CC=C(C=C1)C(=O)NC(C)C)=O